FC(C1=CC=C2C=CCC2=C1)(F)F 6-(trifluoromethyl)-1H-indene